C(C)N1C(NC2=C1C=CC=C2)=O 1-ethyl-1,3-dihydro-2H-benzimidazol-2-one